3-[(4-fluorophenoxy)methyl]-4-methyl-2-[6-methyl-3-(3-methyl-1H-1,2,4-triazol-1-yl)pyridine-2-carbonyl]-2-azabicyclo[3.1.1]heptane FC1=CC=C(OCC2N(C3CC(C2C)C3)C(=O)C3=NC(=CC=C3N3N=C(N=C3)C)C)C=C1